C(C)(C)C1=C(C=CC=C1)C1N(C(CN(C1)C(C)C1=CC=CC=C1)=O)C1CC2(C1)CCN(CC2)C(=O)OC(C)(C)C tert-butyl 2-(2-(2-isopropylphenyl)-6-oxo-4-(1-phenylethyl)piperazin-1-yl)-7-azaspiro[3.5]nonane-7-carboxylate